C(C)O[Si](CCCCCCN1N=C(N=C1SCC)C1=CC=C(C=C1)C1=NNC(=N1)SCC)(OCC)OCC 1-[6-(Triethoxysilyl)hexyl]-3,3'-(1,4-phenylene)bis(5-ethylsulfanyl-1,2,4-triazole)